C(C)(C)C1=CC=C2C(C=3C=CC(=CC3C(C2=C1)=O)[S+](C1=CC=CC=C1)C1=CC=CC=C1)=S 7-isopropyl-9-oxo-10-thioxo-9,10-dihydroanthracen-2-yl-diphenylsulfonium